3-(4-chlorophenyl)-2-phenylpropionitrile ClC1=CC=C(C=C1)CC(C#N)C1=CC=CC=C1